FC12CC(C1)(C2)C2(CC2)N 1-(3-fluorobicyclo[1.1.1]pentan-1-yl)cyclopropan-1-amine